ClC1=CC=C(C=C1)[C@@H]1C[C@H](C[C@H]1C(N(C)C(C)C)=O)NC(OC(C)(C)C)=O |o1:7,9,11| tert-butyl rel-N-[(1R,3R,4R)-3-(4-chlorophenyl)-4-[isopropyl(methyl) carbamoyl]cyclopentyl]carbamate